N-methyl-pyridine-2-carboxylic acid CN1C(C=CC=C1)C(=O)O